BrC=1C(=C(C2=C(N(C(=N2)N(C)C)CC2=CC=C(C=C2)OC)C1)C#N)C(=O)C1=C(C=CC(=C1)F)Cl 6-bromo-5-[(2-chloro-5-fluorophenyl)carbonyl]-2-(dimethylamino)-1-[(4-methoxyphenyl)methyl]benzo[d]imidazole-4-carbonitrile